FC=1C=CC(=NC1)C1=C(C(C=CC=C1)=O)S 3-(5-fluoropyridin-2-yl)-2-mercaptocyclohepta-2,4,6-trien-1-one